(1R,3R)-3-Bromocyclobutane BrC1CCC1